C(=O)(O)C(O)C(O)C(=O)O.FC=1C(=NC(=CC1)F)C1=NN(C=C1NC(=O)C=1N=C(SC1)C=1C=NNC1)C1CCC(CC1)OCC N-(3-(3,6-difluoropyridin-2-yl)-1-((1r,4r)-4-ethoxycyclohexyl)-1H-pyrazol-4-yl)-2-(1H-pyrazol-4-yl)thiazole-4-carboxamide tartrate